methyl (2S)-2-amino-3-[(6R)-5-oxo-4-azaspiro[2.4]heptan-6-yl]propanoate N[C@H](C(=O)OC)C[C@H]1C(NC2(CC2)C1)=O